1-((3,5-dimethoxyphenyl)ethynyl)-3-(pyrrolidin-3-yl)imidazo[1,5-a]pyrazine-8-amine hydrochloride Cl.COC=1C=C(C=C(C1)OC)C#CC=1N=C(N2C1C(=NC=C2)N)C2CNCC2